2-methoxy-2-methyl-N-octenyl-1-aza-2-silacyclopentane CO[Si]1(N(CCC1)C=CCCCCCC)C